N-[(4S,5S)-3-{[N-(cyanomethyl)acetamido]methyl}-7-ethyl-4-(4-fluorophenyl)-6-oxo-1-phenyl-4H,5H-pyrazolo[3,4-b]pyridin-5-yl]-3-(trifluoromethyl)benzamide C(#N)CN(C(C)=O)CC1=NN(C=2N(C([C@H]([C@H](C21)C2=CC=C(C=C2)F)NC(C2=CC(=CC=C2)C(F)(F)F)=O)=O)CC)C2=CC=CC=C2